N[C@@H]1CN(C[C@H](C1)F)C1=CC(=NC=C1C=1C=NN(C1)CC(F)(F)F)NC1=NC(=NC=C1)C1=C(C=CC=C1OC)F N-(4-((3S,5S)-3-amino-5-fluoropiperidin-1-yl)-5-(1-(2,2,2-trifluoroethyl)-1H-pyrazol-4-yl)pyridin-2-yl)-2-(2-fluoro-6-methoxyphenyl)pyrimidin-4-amine